C(C1=CC=CC=C1)OCC1C(C1)(C(=O)O)C(=O)OCC ((benzyloxy)methyl)-1-(ethoxycarbonyl)cyclopropanecarboxylic acid